(2S,4S)-tert-Butyl 2-((6-bromo-3-cyclopropylpyridin-2-yl)carbamoyl)-4-((dimethylamino)methyl)-4-fluoropyrrolidine-1-carboxylate BrC1=CC=C(C(=N1)NC(=O)[C@H]1N(C[C@@](C1)(F)CN(C)C)C(=O)OC(C)(C)C)C1CC1